tert-butyl (5S,5aS,6S,9R)-2-chloro-1-fluoro-12-hydroxy-5-methyl-5a,6,7,8,9,10-hexahydro-5H-4-oxa-3,10a,11,13,14-pentaaza-6,9-methanonaphtho[1,8-ab]heptalene-14-carboxylate ClC=1C(=C2N=C(N=C3C2=C(O[C@H]([C@@H]2[C@@H]4CC[C@H](CN32)N4C(=O)OC(C)(C)C)C)N1)O)F